2,2,3,3,4,4,5,5-octafluoropentyl-1,1,2,2-tetrafluoroethyl ether FC(CC(C(F)(F)OC(C(CC(C(C(C(F)F)(F)F)(F)F)(F)F)(F)F)(F)F)(F)F)(C(C(C(F)F)(F)F)(F)F)F